(5-formyl-2-hydroxystyryl)benzothiazole C(=O)C=1C=CC(=C(C=CC=2SC3=C(N2)C=CC=C3)C1)O